C1(CC1)C(C(C(=O)NC1=CC=C(C=C1)C=1C(=NNC1C)C)C1=NN=C(N1)C1=NC(=CC=C1)C)C1CC1 3,3-dicyclopropyl-N-[4-(3,5-dimethyl-1H-pyrazol-4-yl)phenyl]-2-[5-(6-methyl-2-pyridyl)-4H-1,2,4-triazol-3-yl]propanamide